O1CCN(CC1)CC morpholinoethan